2-cyclohexene-1,2-dicarboxylic acid diethyl ester C(C)OC(=O)C1C(=CCCC1)C(=O)OCC